C/C(=C/C(=O)O)/CCC=C(C)C (Z)-3,7-dimethyl-2,6-octadienoic acid